Br.NC1=NC2=C(N1CCCCNC(OC(C)(C)C)=O)C=CC=C2N(C)CC2=CC=C(C=C2)OC tert-butyl (4-(2-amino-4-((4-methoxybenzyl)(methyl)amino)-1H-benzo[d]imidazol-1-yl)butyl)carbamate, hydrobromide